NC=1C=2N(C3=CC(=CC=C3N1)C(=O)N([C@@H]1COC3=C1C=CC(=C3)C(C(F)(F)F)(F)F)C)C=NC2 (S)-4-amino-N-methyl-N-(6-(perfluoroethyl)-2,3-dihydrobenzofuran-3-yl)imidazo[1,5-a]quinoxaline-8-carboxamide